2-(azetidin-3-yl)-2H-1,2,3-triazole hydrochloride Cl.N1CC(C1)N1N=CC=N1